2-(pyridin-2-yl)acetonitrile N1=C(C=CC=C1)CC#N